COC1=CC=NN1C1=CC=C(C=C1)CN (4-(5-methoxy-1H-pyrazol-1-yl)phenyl)methylamine